1,1-difluoro-N-[4-[2-methyl-5-[2-[[(3S)-1-methyl-3-piperidyl]amino]pyrimidin-4-yl]thiazol-4-yl]oxy-1-naphthyl]methanesulfonamide FC(S(=O)(=O)NC1=CC=C(C2=CC=CC=C12)OC=1N=C(SC1C1=NC(=NC=C1)N[C@@H]1CN(CCC1)C)C)F